R-tryptamine NCCC1=CNC2=CC=CC=C12